NC1=NNC2=C(C=CC(=C12)C1=CC=C(C2=CC=CC=C12)NC(=O)NC=1C=C(C=CC1)C)OCCCN1CCCC1 1-(4-(3-amino-7-(3-(pyrrolidin-1-yl)propoxy)-1H-indazol-4-yl)naphthalin-1-yl)-3-(m-tolyl)urea